bis[bisdiphenylphosphinomethane] copper (I) [Cu+].C1(=CC=CC=C1)P(C1=CC=CC=C1)CP(C1=CC=CC=C1)C1=CC=CC=C1.C1(=CC=CC=C1)P(C1=CC=CC=C1)CP(C1=CC=CC=C1)C1=CC=CC=C1